ClC=1C=C(C=CC1F)C1=NN2C(=NC=3C=CC=CC3C2=N1)N[C@H]1C(NCCCC1)=O (3R)-3-{[2-(3-chloro-4-fluorophenyl)[1,2,4]triazolo[1,5-c]quinazolin-5-yl]amino}azepan-2-one